ClC1=CC(=C(C=C1)C1C2=C(CN(C1)C(\C=C\CN(C)C)=O)SC(=C2)C#N)C=2C(=NN(C2)CC)C(F)(F)F (E)-4-(4-Chloro-2-(1-ethyl-3-(trifluoromethyl)-1H-pyrazol-4-yl)phenyl)-6-(4-(dimethylamino)but-2-enoyl)-4,5,6,7-tetrahydrothieno[2,3-c]pyridine-2-carbonitrile